O[C@@H]1C[C@@H](CCC1)[N+]1=NOC(=C1)[N-]C(NC1=CC(=CC(=C1)C(F)(F)F)NC(CC1=C(C=CC=C1)C)=O)=O (3-((1R,3S)-3-Hydroxycyclohexyl)-1,2,3-oxadiazol-3-ium-5-yl)((3-(2-(o-tolyl)acetamido)-5-(trifluoromethyl)phenyl)carbamoyl)amide